(4-((3-cyclopentyl-1H-pyrazol-5-yl)amino)pyrimidin-2-yl)aminobenzonitrile C1(CCCC1)C1=NNC(=C1)NC1=NC(=NC=C1)NC1=C(C#N)C=CC=C1